ClC1=C2C(=NC(=C1)Cl)N(N=C2C)C 4,6-dichloro-1,3-dimethyl-1H-pyrazolo[3,4-b]pyridine